CC1=CC=C(C(=C1)C)O 4,6-dimethylphenol